3-Cyclopropyl-N-(4-(1-ethyl-3-(pyridin-3-yl)-1H-pyrazol-4-yl)pyrimidin-2-yl)-2,3,4,5-tetrahydro-1H-benzo[d]azepin-7-amine C1(CC1)N1CCC2=C(CC1)C=C(C=C2)NC2=NC=CC(=N2)C=2C(=NN(C2)CC)C=2C=NC=CC2